ClC=1C=C2C(=NC1OC)C(=C(N2C)C2=NC(=NN2)C(C(F)(F)F)OCCO)N2C=NC=C2 2-(1-(5-(6-chloro-3-(1H-imidazol-1-yl)-5-methoxy-1-methyl-1H-pyrrolo[3,2-b]pyridin-2-yl)-1H-1,2,4-triazol-3-yl)-2,2,2-trifluoroethoxy)ethan-1-ol